BrC1=CC=2SC3=CC=C(C=C3SC2C=C1)C1=CC(=CC=C1)C1=CC2=CC=CC=C2C=C1 2-bromo-7-(3-(naphthalen-2-yl)phenyl)thianthrene